(S)-9-(4-cyano-2-fluorophenyl)-7,10-dioxo-6-(4-(trifluoromethyl)benzyl)-2,6,9-triazaspiro[4.5]decane-2-carboxylic acid tert-butyl ester C(C)(C)(C)OC(=O)N1C[C@]2(CC1)N(C(CN(C2=O)C2=C(C=C(C=C2)C#N)F)=O)CC2=CC=C(C=C2)C(F)(F)F